2-(2,8-dimethylimidazo[1,2-a]pyridin-6-yl)-7-(piperidin-4-yl)-4H-pyrido[1,2-a]pyrimidin CC=1N=C2N(C=C(C=C2C)C=2N=C3N(CC2)C=C(C=C3)C3CCNCC3)C1